NC1=CN=CN(C1=O)CC1=NC2=C(N1C(=O)OC(C)(C)C)C=CC(=C2)F tert-butyl 2-[(5-amino-6-oxo-pyrimidin-1-yl)methyl]-5-fluoro-benzimidazole-1-carboxylate